heptafluorohexyl-ammonium FC(C(F)(F)[NH3+])(CCCC(F)(F)F)F